ClC1=C(C=C(C(=C1)F)N1C(N(C(=CC1=O)C(F)(F)F)C)=O)C1=NOC2(C1CCC2C)C(=O)OC methyl 3-[2-chloro-5-[3,6-dihydro-3-methyl-2,6-dioxo-4-(trifluoromethyl)-1(2H)-pyrimidinyl]-4-fluorophenyl]-3a,4,5,6-tetrahydro-6-methyl-6aH-cyclopent[d]isoxazole-6a-carboxylate